NCC1CCN(CC1)CC(=O)C1=C(N(C(=C1)C)C1=CC=C(C#N)C=C1)C 4-(3-(2-(4-(Aminomethyl)piperidin-1-yl)acetyl)-2,5-dimethyl-1H-pyrrol-1-yl)benzonitrile